[Na+].C1CC12CCN(CC2)C2=C(C(=O)[NH-])C=CC=C2 2-(6-azaspiro[2.5]oct-6-yl)benzamide sodium salt